2,4-diethyloxanthrone C(C)C1C(C=2OC3=CC=CC=C3OC2C(=C1)CC)=O